3-(3-(4-(2-(4-methoxy-phenyl)propan-2-yl)thiazol-2-yl)ureido)-N-methyl-propane-1-sulfonamide COC1=CC=C(C=C1)C(C)(C)C=1N=C(SC1)NC(NCCCS(=O)(=O)NC)=O